tert-butyl 1-(methyl-d3)-3-triphenylmethyl-3,8-diazabicyclo[3.2.1]octan-8-carboxylate C(C12CN(CC(CC1)N2C(=O)OC(C)(C)C)C(C2=CC=CC=C2)(C2=CC=CC=C2)C2=CC=CC=C2)([2H])([2H])[2H]